C(C1=CC=CC=C1)OC(=O)NCCOC=1C=C(C=C(C1)F)C[C@H](C(=O)OC(C)(C)C)[C@@H]1CN(CC1)C(=O)OC(C)(C)C tert-butyl (R)-3-((S)-3-(3-(2-(((benzyloxy)carbonyl)amino)ethoxy)-5-fluorophenyl)-1-(tert-butoxy)-1-oxopropane-2-yl)pyrrolidine-1-carboxylate